COC1CCN(CC1)CC1=CC=C(C=C1)C=1C=C2C(=NC1)NC=C2C=2C=NC(=CC2)OC 5-(4-((4-methoxypiperidin-1-yl)methyl)phenyl)-3-(6-methoxypyridin-3-yl)-1H-pyrrolo[2,3-b]pyridine